Cl.C1(=CC=CC=C1)N1CCC2(CNC2)CC1 7-phenyl-2,7-diazaspiro[3.5]nonane hydrochloride